C(CCCCC)OCCCC(CCN)N Hexyloxypropyl-1,3-diaminopropan